(R)-10-bromo-9-chloro-4-(2,2-difluoroethyl)-11-fluoro-5-methyl-2-(methylthio)-4,5,6,7-tetrahydro-[1,5]oxazocino[4,3,2-de]quinazoline BrC=1C(=C2C=3C(=NC(=NC3C1F)SC)N([C@@H](CCO2)C)CC(F)F)Cl